4-(((4-hydroxy-4-methylcyclohexyl)methyl)amino)-3-nitrobenzenesulfonamide OC1(CCC(CC1)CNC1=C(C=C(C=C1)S(=O)(=O)N)[N+](=O)[O-])C